C(CC1=CC=CC=C1)NC(=O)N1C=NC2=C1C=CC(=C2)C(F)(F)F N-phenethyl-5-(trifluoromethyl)-1H-benzo[d]imidazole-1-carboxamide